(S)-7-methoxy-2,3-dihydro-1H-inden-1-amine HCl Cl.COC=1C=CC=C2CC[C@@H](C12)N